C(C(=O)[O-])(=O)OCCCC butyl oxalate